N-(4-cyano-2-fluorophenyl)-7-methoxy-1H-indole-3-sulfonamide C(#N)C1=CC(=C(C=C1)NS(=O)(=O)C1=CNC2=C(C=CC=C12)OC)F